4-(2-bromoacetyl)tetrahydro-2H-pyran-4-carboxylic acid methyl ester COC(=O)C1(CCOCC1)C(CBr)=O